(3-amino-2-naphthyl)-[4-(2-tetrahydropyran-4-yl-3H-imidazo[4,5-b]pyridin-7-yl)-1-piperidyl]methanone NC=1C(=CC2=CC=CC=C2C1)C(=O)N1CCC(CC1)C1=C2C(=NC=C1)NC(=N2)C2CCOCC2